zinc (2-ethyl) hexanoate C(CCCCC)(=O)OCC.[Zn]